CC=CC=CC=CCC(C=CC)=O dodeca-2,4,6,10-tetraen-9-one